5-methyl-3-(4-phenethylpiperidin-4-yl)-1,2,4-oxadiazole CC1=NC(=NO1)C1(CCNCC1)CCC1=CC=CC=C1